N(=NC1(CCCCC1)C#N)C1(CCCCC1)C#N 1,1'-azobis-(cyclohexane-1-carbonitrile)